Ethyl (S)-3-(7-((1,8-naphthyridin-2-yl)methyl)-1-oxo-3,4-dihydropyrrolo[1,2-a]pyrazin-2(1H)-yl)-3-(3-fluoro-4-methoxyphenyl)propanoate N1=C(C=CC2=CC=CN=C12)CC=1C=C2N(CCN(C2=O)[C@@H](CC(=O)OCC)C2=CC(=C(C=C2)OC)F)C1